FS(=O)(=O)C1=CC(=C(C(=O)O)C=C1)C 4-(fluorosulfonyl)-2-methylbenzoic acid